FC(C=1C(=NC=C(C1)F)C(=O)NC1=C(C=C(C(=C1)C1=NC(=NC=C1)N1C[C@H](OCC1)C)F)N1C[C@@H](N([C@@H](C1)C)C)C)F 3-(difluoromethyl)-5-fluoro-N-(4-fluoro-5-(2-((R)-2-methylmorpholino)pyrimidin-4-yl)-2-((3S,5R)-3,4,5-trimethylpiperazin-1-yl)phenyl)picolinamide